5-(3-(difluoromethyl)imidazo[1,2-b]pyridazin-6-yl)-N-((1-fluorocyclobutyl)methyl)-7H-pyrrolo[2,3-d]pyrimidin-2-amine FC(C1=CN=C2N1N=C(C=C2)C2=CNC=1N=C(N=CC12)NCC1(CCC1)F)F